2-(4-fluorophenyl)benzo[d]thiazole FC1=CC=C(C=C1)C=1SC2=C(N1)C=CC=C2